NC[C@H](CC=1C(=C2CC(NC2=CC1)=O)C)N(C)C (S)-5-(3-amino-2-(dimethylamino)propyl)-4-methylindolin-2-one